1-(4-(5-(3,4-dichlorophenyl)-2H-tetrazol-2-yl)piperidin-1-yl)-2-(1-methyl-1H-1,2,4-triazol-5-yl)ethan-1-one ClC=1C=C(C=CC1Cl)C=1N=NN(N1)C1CCN(CC1)C(CC1=NC=NN1C)=O